trimethyl-d9-chlorosilane [2H]C([2H])([2H])[Si](C([2H])([2H])[2H])(C([2H])([2H])[2H])Cl